tert-Butyl 5-({6-[(5-{[4-(prop-2-en-1-yloxy)phenyl]amino}pyrimidin-2-yl)oxy]hexyl}oxy)-3,4-dihydroisoquinoline-2(1H)-carboxylate C(C=C)OC1=CC=C(C=C1)NC=1C=NC(=NC1)OCCCCCCOC1=C2CCN(CC2=CC=C1)C(=O)OC(C)(C)C